C(CCCCCCCC(=O)OCC(COC(CCCC(=O)OC(CCCCCCCC)CCCCCCCC)=O)OC(CCCN(C)C)=O)(=O)OCC(CCCCCC)CCCC 1-(2-butyloctyl) 9-(2-((4-(dimethylamino) butanoyl) oxy)-3-((5-(heptadecan-9-yloxy)-5-oxopentanoyl) oxy) propyl) azelate